O1C(=CC=C1)CNS(=O)(=O)C1=CC2=C(SCC(N2)=O)C=C1 N-(furan-2-ylmethyl)-3-oxo-3,4-dihydro-2H-benzo[b][1,4]thiazine-6-sulfonamide